C1(=CC=CC=C1)O.[Te] Tellurium phenol